dicyanofuran C1=COC(=C1C#N)C#N